4-acetoxybenzaldehyd C(C)(=O)OC1=CC=C(C=O)C=C1